FC1=CC=C(C=C1)N/C(=C(/C#N)\C1=CC(=CC=C1)O)/C (E)-3-((4-fluorophenyl)amino)-2-(3-hydroxyphenyl)but-2-enenitrile